C1(=CC=CC=C1)C=1C=C(C2=CC=CC=C2C1)N1C(=CC2=CC=CC=C12)C1CC1 N-(3-phenylnaphthyl)-2-(cyclopropyl)-indole